3-ethylimidazole hydrogen sulfate salt S(=O)(=O)(O)O.C(C)N1C=NC=C1